C(C1=CC=CC=C1)(=O)N1CC(CC1)(CC1=CC=CC=C1)C=1C=C2C=NN(C2=CC1C)C=1C=CC(N(C1)C)=O 5-(5-(1-benzoyl-3-benzylpyrrolidin-3-yl)-6-methyl-1H-indazol-1-yl)-1-methylpyridin-2(1H)-one